5-pyrrolidin-3-yl-1H-benzo[cd]indol-2-one N1CC(CC1)C=1C=CC=2C(NC3=CC=CC1C23)=O